tert-butyl N-[[1-[[1-[2-[methyl-[2-(4-methylphenoxy)ethyl]amino]-2-oxo-ethyl]pyrazol-4-yl]carbamoyl]cyclopropyl]methyl]carbamate CN(C(CN1N=CC(=C1)NC(=O)C1(CC1)CNC(OC(C)(C)C)=O)=O)CCOC1=CC=C(C=C1)C